N1N=NN=C1C1=NC=C(C(=O)N2CCC(CC2)C2=CC=CC(=N2)OCC2=C(C=C(C#N)C=C2)F)C=C1 4-(((6-(1-(6-(1H-Tetrazol-5-yl)nicotinoyl)piperidin-4-yl)pyridin-2-yl)oxy)methyl)-3-fluorobenzonitrile